7-chloro-6-methoxy-3-(thiophen-2-yl)-3,4-dihydroacridine-1,9(2H,10H)-dione ClC1=C(C=C2NC=3CC(CC(C3C(C2=C1)=O)=O)C=1SC=CC1)OC